5-(diethylamino)-2-(phenylsulfonyl)-2,4-pentadienoate C(C)N(C=CC=C(C(=O)[O-])S(=O)(=O)C1=CC=CC=C1)CC